C(C)(C)(C)[Si](OCC1=C(C(=NC=C1)Cl)F)(C)C 4-{[(tertbutyl-dimethylsilyl)oxy]methyl}-2-chloro-3-fluoropyridine